4-(4-chlorobenzyl)-1-methyl-3,4-dihydroquinolin-2(1H)-one ClC1=CC=C(CC2CC(N(C3=CC=CC=C23)C)=O)C=C1